tert-Butyl (S)-(1-(3,6-dibromopyridin-2-yl)-Z-(3,5-difluorophenyl)ethyl)carbamate BrC=1C(=NC(=CC1)Br)[C@H](CC1=CC(=CC(=C1)F)F)NC(OC(C)(C)C)=O